2-Chloro-4-{2-[(3-dimethylaminopropyl)aminomethyl]thien-3-yl}-7-phenyl-7H-pyrrolo[2,3-d]pyrimidine ClC=1N=C(C2=C(N1)N(C=C2)C2=CC=CC=C2)C2=C(SC=C2)CNCCCN(C)C